C(C)(C)(C)C1=CC2=CC3=CC=CC=C3C=C2C=C1 2-tert-butylanthracene